NC=1C=CC(=NC1)N1N=C(C(=C1)C1=CN=C(N1C)C(=O)NC1=CC(=C(C=C1)C(NCC1=NNC=C1)=O)Cl)C(F)(F)F 5-[1-(5-amino-2-pyridinyl)-3-(trifluoromethyl)pyrazol-4-yl]-N-[3-chloro-4-(1H-pyrazol-3-ylmethyl-carbamoyl)phenyl]-1-methyl-imidazole-2-carboxamide